OC(C(C)C1NCC2C1CC(C2)(O)CCC2=CC=CC=C2)C2=CC=C(C=C2)O (1-hydroxy-1-(4-hydroxyphenyl)propan-2-yl)-5-phenethyl-octahydrocyclopenta[c]pyrrol-5-ol